NC1=NC=C(C2=C1C(=C(N2C)C2=C(C=C(C=C2)NC(=O)C(=C)C)C)C=2C=C(C(=NC2)C(=O)NCC2(CC2)F)Cl)C#CCN(C)C 5-{4-amino-7-[3-(dimethylamino)prop-1-ynyl]-1-methyl-2-{2-methyl-4-[(2-methylacrylamino)]phenyl}pyrrolo[3,2-c]pyridin-3-yl}-3-chloro-N-[(fluorocyclopropyl)methyl]pyridine-2-carboxamide